({[3-chloro-5-(hydroxymethyl)pyridin-2-yl]amino}thioformyl)carbamic acid ethyl ester C(C)OC(NC(=S)NC1=NC=C(C=C1Cl)CO)=O